C[C@H]1C(NC2C(O1)CC=1C=C(C=CC12)C(F)(F)F)=O (2S)-2-methyl-7-(trifluoromethyl)-4,4a,9,9a-tetrahydroindeno[2,1-b][1,4]oxazin-3(2H)-one